CC1=NC=NC(=C1C1=C(OC[C@@H]2N(CCCC2)C(=O)OC(C)(C)C)C=CC(=C1)NC(=O)C=1N(N=CC1)C)C tert-butyl (2R)-2-[[2-(4,6-dimethylpyrimidin-5-yl)-4-[(2-methylpyrazole-3-carbonyl)amino]phenoxy]methyl]piperidine-1-carboxylate